FC(OC1=NC=CC(=C1)[C@@H](C)NC(=O)NC1CC2(C1)CCC2)F |r| (±)-1-[1-(2-difluoromethoxy-pyridin-4-yl)-ethyl]-3-spiro[3.3]hept-2-yl-urea